OC=1C=C2C=CNC2=CC1 (10r)-5-hydroxyindole